C(C)N1[C@@H](C=2N=CC(=C(C3=CN4C(C(OCCCCCC(NC1=O)C)=N3)=NC=C4)C2)OC)C (12R)-13-ethyl-8-methoxy-12,16-dimethyl-12,13,16,17,18,19,20,21-octahydro-6,23-(azeno)-11,7-(metheno)imidazo[2,1-c][1,4,10,13,15]oxatetra-azacyclohenicosin-14(15H)-one